BrC=1C=C(C(=NC1)[N+](=O)[O-])NCC(C(=O)O)(C)CO 3-((5-bromo-2-nitropyridin-3-yl)amino)-2-(hydroxymethyl)-2-methylpropionic acid